C(C)O[Si](Cl)(OCC)OCC triethoxymonochlorosilane